6-((1-(cyclopropylsulfonyl)cyclopropyl)methyl)-1-((1-(hydroxymethyl)cyclopropyl)methyl)-7-oxo-4,5,6,7-tetrahydro-1H-pyrazolo[3,4-c]pyridine-3-carboxylate C1(CC1)S(=O)(=O)C1(CC1)CN1C(C2=C(CC1)C(=NN2CC2(CC2)CO)C(=O)[O-])=O